(1R)-1-{5-[5-Fluoro-2-(trifluoromethoxy)phenyl]-1,2,4-oxadiazol-3-yl}-6-azaspiro[2.5]octan-6-sulfonamid FC=1C=CC(=C(C1)C1=NC(=NO1)[C@@H]1CC12CCN(CC2)S(=O)(=O)N)OC(F)(F)F